4-((5-(2-chloro-4-fluoro-3-hydroxyphenyl)-1,3,4-thiadiazol-2-yl)methyl)-6-phenethyl-4,6-diazaspiro[2.4]heptane-5,7-dione ClC1=C(C=CC(=C1O)F)C1=NN=C(S1)CN1C2(CC2)C(N(C1=O)CCC1=CC=CC=C1)=O